3-cyclopropyl-4-(5-fluoro-3-methylpyridin-2-yl)-1H-pyrazole-1-carboxylic acid tert-butyl ester C(C)(C)(C)OC(=O)N1N=C(C(=C1)C1=NC=C(C=C1C)F)C1CC1